ethyl (E)-4-(dimethylamino)-2-oxobut-3-enoate CN(/C=C/C(C(=O)OCC)=O)C